2-methoxy-arabinose CO[C@](C=O)(O)[C@H](O)[C@H](O)CO